CC=1C(NN=CC1CCCN1CC2(C1)CC(C2)CC2=CC=C1C=NN(C1=C2C(F)(F)F)C)=O 4-methyl-5-(3-(6-((1-methyl-7-(trifluoromethyl)-1H-indazol-6-yl)methyl)-2-azaspiro[3.3]heptan-2-yl)propyl)pyridazin-3(2H)-one